1-(4-{[4-(2,3-dimethylpyrrolidin-1-yl)-5-(trifluoromethyl)pyrimidin-2-yl]amino}phenyl)piperidine-3-ol CC1N(CCC1C)C1=NC(=NC=C1C(F)(F)F)NC1=CC=C(C=C1)N1CC(CCC1)O